O1C(=NC2=C1C=CC=C2)C=2N=C(N(C(C2O)=O)C)N2[C@H](C1=CC(=CC=C1CC2)C(=O)O)C2=C(C=CC=C2)Cl (1R)-2-[4-(1,3-benzoxazol-2-yl)-5-hydroxy-1-methyl-6-oxopyrimidin-2-yl]-1-(2-chlorophenyl)-3,4-dihydro-1H-isoquinoline-7-carboxylic acid